COC(=O)C1=CC=C2C(=CN=C(C2=C1)NC)C 4-methyl-1-(methylamino)isoquinoline-7-carboxylic acid methyl ester